C1(CC1)NC=1N=CC2=C(N1)C(N(C(=C2)C=2C=C(C=CC2C)NC(C2=CC(=CC=C2)C(F)(F)F)=O)C)=O N-(3-(2-(cyclopropylamino)-7-methyl-8-oxo-7,8-dihydropyrido[3,4-d]pyrimidin-6-yl)-4-methylphenyl)-3-(trifluoromethyl)benzamide